pyrroline potassium phosphate P(=O)([O-])([O-])[O-].[K+].N1C=CCC1.[K+].[K+]